5-[2-Cyclopropyl-6-(trifluoromethyl)pyridin-4-yl]-N7-(3-methoxy-2,2-dimethylpropyl)-N7-methyl-1H-imidazo[4,5-b]pyridine-2,7-diamine C1(CC1)C1=NC(=CC(=C1)C1=CC(=C2C(=N1)N=C(N2)N)N(C)CC(COC)(C)C)C(F)(F)F